2-chloro-N-(5-chloro-6-(2H-tetrazol-5-yl)pyridin-3-yl)-8,8-dimethyl-7,8-dihydro-6H-cyclopenta[e]pyrazolo[1,5-a]pyrimidine-6-carboxamide ClC1=NN2C(N=CC3=C2C(CC3C(=O)NC=3C=NC(=C(C3)Cl)C=3N=NNN3)(C)C)=C1